C(#N)C[C@@H]1N(CCN(C1)C1=NC(=NC(=C1)C(NC1=CC(=CC2=CC=CC=C12)OC)=O)OC[C@H]1N(CCC1)CC)C(=O)OCC1=CC=CC=C1 benzyl (2S)-2-(cyanomethyl)-4-[2-[[(2S)-1-ethylpyrrolidin-2-yl]methoxy]-6-[(3-methoxy-1-naphthyl)carbamoyl]pyrimidin-4-yl]piperazine-1-carboxylate